OC1=C(C=NC(CO)CO)C=CC=C1 2-((2-hydroxybenzylidene)amino)propane-1,3-diol